7-Hydroxy-3-(4-methoxyphenyl)-4H-benzopyran-4-one OC1=CC2=C(C(C(=CO2)C2=CC=C(C=C2)OC)=O)C=C1